N-acetyl-N'-caffeoylputrescine C(C)(=O)NCCCCNC(\C=C\C1=CC(O)=C(O)C=C1)=O